N-(azetidin-3-yl)cyclopropanecarboxamide HCl Cl.N1CC(C1)NC(=O)C1CC1